C1(=CCCC1)C1=C(C=C(C=C1O)\C=C\C1=CN=CS1)O (E)-2-(cyclopent-1-en-1-yl)-5-(2-(thiazol-5-yl)vinyl)benzene-1,3-diol